ClC=1C=C(CNC2=NC(=NC3=CC=C(C=C23)C=2C=CC(N(C2)C)=O)N2CCN(CC2)CCO)C=CC1 5-(4-((3-chlorobenzyl)amino)-2-(4-(2-hydroxyethyl)piperazin-1-yl)quinazolin-6-yl)-1-methylpyridin-2(1H)-one